BrC1=CC=C(C=C1)S(=O)(=O)/C=C/CNC(=O)C=1C(NC=2CCCCC2C1)=O N-[(2E)-3-(4-bromobenzenesulfonyl)prop-2-en-1-yl]-2-oxo-1,2,5,6,7,8-hexahydroquinoline-3-carboxamide